6-bromo-8-methyl-imidazo[1,2-a]pyrazin-2-ol BrC=1N=C(C=2N(C1)C=C(N2)O)C